cis-N-(4-chloro-3-(cis-3-hydroxy-3-methylcyclopentyl)phenyl)-3-(trifluoromethyl)-6-azabicyclo[3.1.1]heptane-6-carboxamide ClC1=C(C=C(C=C1)NC(=O)N1C2CC(CC1C2)C(F)(F)F)[C@@H]2C[C@](CC2)(C)O